ClC1=CC(N(C(N1CC1=C(C#N)C=CC=C1)=O)C)=O 2-((6-chloro-3-methyl-2,4-dioxo-3,4-dihydropyrimidin-1(2H)-yl)methyl)benzonitrile